ClC=1C=C2C(=CC1)NC(C21CCN(CC1)CCOC1=CC(=C(C(=O)N2CC3(CS(C3)(=O)=O)C2)C=C1)F)=O 6-[4-(2-{5-chloro-2-oxo-1,2-dihydrospiro[indole-3,4'-piperidin]-1'-yl}ethoxy)-2-fluorobenzoyl]-2lambda6-thia-6-azaspiro[3.3]heptane-2,2-dione